C(CCC)NC(NC1=CC=C(C=C1)C=1C2=C(N=CN1)NC=C2)=O 4-(4-(3-butylureido)phenyl)-7H-pyrrolo[2,3-d]pyrimidin